1-((1-oxo-1H-benzonaphthalen-2-yl)methyl)-1-methyl-2,3-di(tert-butoxycarbonyl)guanidine methyl-2-(2,4-dichlorophenyl)-1-oxo-tetralin-6-carboxylate CC1(C(C2=CC=C(C=C2CC1)C(=O)O)=O)C1=C(C=C(C=C1)Cl)Cl.O=C1C(C=CC2=CC=C3C(=C12)C=CC=C3)CN(C(=NC(=O)OC(C)(C)C)NC(=O)OC(C)(C)C)C